COC(C)OCCN(CCOC(C)OC)CCOC(C)OC tris{2-(1-methoxyethoxy)ethyl}amine